CCOC(=O)CC1=NC2=CC=CC=C2S1 ethyl 2-(benzothiazol-2-yl) acetate